Magnesium ((2R,3S,4R,5R)-5-(3-carbamoylpyridin-1-ium-1-yl)-3,4-dihydroxytetrahydrofuran-2-yl) methyl phosphate P(=O)(O[C@H]1O[C@H]([C@@H]([C@@H]1O)O)[N+]1=CC(=CC=C1)C(N)=O)(OC)[O-].[Mg]